ClC1=NC=C(C(=N1)C=1C=C(C=CC1)C1CCN(CC1)C(=O)OC(C)(C)C)Cl tert-butyl 4-(3-(2,5-dichloropyrimidin-4-yl)phenyl)piperidine-1-carboxylate